5-methoxy-N-[(1s,4s)-4-{[2-(trifluoromethyl)imidazo[1,2-a]pyridin-5-yl]amino}cyclohexyl]-1H-pyrazole-4-carboxamide COC1=C(C=NN1)C(=O)NC1CCC(CC1)NC1=CC=CC=2N1C=C(N2)C(F)(F)F